FCCCC=O 4-fluorobutan-1-one